3-(2-ethoxyethyl)-5,7-difluoro-2-(4-fluorophenyl)-1H-indole C(C)OCCC1=C(NC2=C(C=C(C=C12)F)F)C1=CC=C(C=C1)F